2-(4-(5-(2-methoxy-4-methylphenyl)imidazo[2,1-b][1,3,4]thiadiazol-2-yl)piperazin-2-yl)ethan-1-ol COC1=C(C=CC(=C1)C)C1=CN=C2SC(=NN21)N2CC(NCC2)CCO